N-(3,3-difluoropiperidin-4-yl)-2-methyl-5-((3-(trifluoromethyl)pyridin-2-yl)methoxy)benzofuran FC1(CNCCC1N1C(C(=CC=C1)C(F)(F)F)COC=1C=CC2=C(C=C(O2)C)C1)F